(R)-(7-chloro-1H-benzo[d]imidazol-2-yl)(2-ethyl-6-methyl-6,7-dihydrothiazolo[5,4-c]pyridin-5(4H)-yl)methanone ClC1=CC=CC2=C1NC(=N2)C(=O)N2CC1=C(C[C@H]2C)N=C(S1)CC